N-(2-carboxyethyl)-N-dodecyl-β-alanine monosodium salt [Na+].C(=O)([O-])CCN(CCC(=O)O)CCCCCCCCCCCC